NC1=C2C(=NC=N1)N(N=C2C)C(C)C2=C(C(=C(C#N)C(=C2)Cl)C2CN(C2)CCC(F)(F)F)OCC 4-[1-(4-amino-3-methyl-1H-pyrazolo[3,4-d]pyrimidin-1-yl)ethyl]-6-chloro-3-ethoxy-2-[1-(3,3,3-trifluoropropyl)azetidin-3-yl]benzonitrile